C1NCCC2=C1NC1=CC=CC=C21 tetrahydropyrido[3,4-b]indole